[1-(3-aminobicyclo[1.1.1]pentan-1-yl)-1H-pyrazol-4-yl][(3R)-3-(difluoromethoxy)pyrrolidin-1-yl]methanone NC12CC(C1)(C2)N2N=CC(=C2)C(=O)N2C[C@@H](CC2)OC(F)F